1-(4-bromophenyl)azetidine-3-carboxylic acid methyl ester COC(=O)C1CN(C1)C1=CC=C(C=C1)Br